3-(4-((2-((6-ethoxypyrazin-2-yl)amino)pyridin-4-yl)methoxy)naphthalen-1-yl)urea C(C)OC1=CN=CC(=N1)NC1=NC=CC(=C1)COC1=CC=C(C2=CC=CC=C12)NC(N)=O